3-[2-(benzenesulfonamido)-2-[6-[2-(1H-imidazol-2-yl)ethoxy]-1,3-benzothiazol-2-yl]ethyl]benzamidine C1(=CC=CC=C1)S(=O)(=O)NC(CC=1C=C(C(=N)N)C=CC1)C=1SC2=C(N1)C=CC(=C2)OCCC=2NC=CN2